8-(5-ethoxy-2-methoxybenzylsulfonyl)-1,3,7-trimethyl-1H-purine-2,6(3H,7H)-dione C(C)OC=1C=CC(=C(CS(=O)(=O)C2=NC=3N(C(N(C(C3N2C)=O)C)=O)C)C1)OC